3''-chloro-4''-((3-fluoro-5-bromopyridin-2-yl)methoxy)-3-(2-hydroxypropan-2-yl)-5',6''-Dimethyl-2H,2''H-[1,2':4',1''-terpyridine]-2,2''-dione ClC=1C(N(C(=CC1OCC1=NC=C(C=C1F)Br)C)C1=CC(=NC=C1C)N1C(C(=CC=C1)C(C)(C)O)=O)=O